fluoro-8-((triisopropylsilyl)ethynyl)-3-((triisopropylsilyl)oxy)naphthalene FC1=CC(=CC2=CC=CC(=C12)C#C[Si](C(C)C)(C(C)C)C(C)C)O[Si](C(C)C)(C(C)C)C(C)C